4-(3-(benzyloxy)naphthalen-1-yl)-5-methyl-2-oxocyclohexane-1-carboxylic acid ethyl ester C(C)OC(=O)C1C(CC(C(C1)C)C1=CC(=CC2=CC=CC=C12)OCC1=CC=CC=C1)=O